FC1=C(C#N)C=C(C(=C1)F)[N+](=O)[O-] 2,4-difluoro-5-nitrobenzonitrile